NC1C[C@H]2CC[C@@H](C1)N2C2=NC(=C1C(=N2)NN=C1C1=C(C2=C(N=C(S2)C)C=C1)Cl)C#N 6-((1R,3s,5S)-3-amino-8-azabicyclo[3.2.1]oct-8-yl)-3-(7-chloro-2-methylbenzo[d]thiazol-6-yl)-1H-pyrazolo[3,4-d]pyrimidine-4-carbonitrile